N[C@@H]1[C@@H](OCC12CCN(CC2)C=2N=CC=NC2)C 5-((3S,4S)-4-amino-3-methyl-2-oxa-8-azaspiro[4.5]decan-8-yl)pyrazine